C(C(C)C)C1C=C(CC(C1)C)CCC=O 3-(3-isobutyl-5-methyl-cyclohexen-1-yl)propionaldehyde